N-[5-(4-cyano-3-fluorophenyl)-[1,2,4]triazolo[1,5-a]pyridin-7-yl]-3-methyloxetane-3-carboxamide C(#N)C1=C(C=C(C=C1)C1=CC(=CC=2N1N=CN2)NC(=O)C2(COC2)C)F